2-chloro-4-((2S,5R)-4-(6-(4-hydroxybutoxy)nicotinoyl)-2,5-dimethylpiperazin-1-yl)benzonitrile ClC1=C(C#N)C=CC(=C1)N1[C@H](CN([C@@H](C1)C)C(C1=CN=C(C=C1)OCCCCO)=O)C